C(#N)C=1N=C(N(C1/N=C/N(C)C)C1=C(C(=CC=C1C)OCOCC[Si](C)(C)C)C)C(=O)N1CC2=CC=CC=C2C1 (E)-N'-(4-cyano-1-(2,6-dimethyl-3-((2-(trimethylsilyl)ethoxy)methoxy)phenyl)-2-(isoindoline-2-carbonyl)-1H-imidazol-5-yl)-N,N-dimethylformimidamide